C(C)OCCOCCOC(C)O 2-(2-ethoxyethoxy)ethoxyethanol